COC(CC(C(C)(C)C)N1C(=NC2=C1C=C(C=C2)C(NC)=O)C2=CC(=C1C=NN(C1=C2)C2OCCCC2)OC)=O 3-(2-(4-methoxy-1-(tetrahydro-2H-pyran-2-yl)-1H-indazol-6-yl)-6-(methylcarbamoyl)-1H-benzo[d]imidazol-1-yl)-4,4-dimethylpentanoic acid methyl ester